NC1=NNC(=N1)S 3-amino-5-mercapto-1H-1,2,4-triazole